C(C)(C)(C)C1=C(C=2C=3C=CC=C4C=CC=C(C5=CC=CC(=C1)C52)C43)C(C)(C)C di-t-butylperylene